n-hexylamine 2-ethylhexanoate C(C)C(C(=O)O)CCCC.C(CCCCC)N